4-(7-Methoxy-1-methyl-β-carbolin-9-yl)-but-1-ene COC1=CC=C2C=3C=CN=C(C3N(C2=C1)CCC=C)C